9-bromo-10-(naphthalen-2-yl-d7)anthracene-1,2,3,4,5,6,7,8-d BrC=1C2=C(C(=C(C(=C2C(=C2C(=C(C(=C(C12)[2H])[2H])[2H])[2H])C1=C(C2=C(C(=C(C(=C2C(=C1[2H])[2H])[2H])[2H])[2H])[2H])[2H])[2H])[2H])[2H])[2H]